OCCN1C[C@@H](CCC1)NC1=NN=C(C=2N1C=CC2)C2=C(C=C(C=C2)OC(F)(F)F)O 2-(4-{[(3R)-1-(2-hydroxyethyl)piperidin-3-yl]amino}pyrrolo[1,2-d][1,2,4]triazin-1-yl)-5-(trifluoromethoxy)phenol